ethyl-hydrogenphosphat C(C)OP(=O)(O)[O-]